1-[7-(3-chloro-1-isobutyl-1H-indazol-5-ylmethoxy)-5-fluoro-2H-chromen-3-ylmethyl]-piperidine-4-carboxylic acid ClC1=NN(C2=CC=C(C=C12)COC1=CC(=C2C=C(COC2=C1)CN1CCC(CC1)C(=O)O)F)CC(C)C